COC(=O)C1=NC(=NN1C)Br.O1CC(C1)C[SiH](OC(C)C)OC(C)C (oxetan-3-yl)methyldi-isopropyl-oxysilane methyl-3-bromo-1-methyl-1H-1,2,4-triazole-5-carboxylate